ClC1=CC=C(C=C1)C1=C(C=CC=C1)CN1CCN(CC1)C(C=1C=C2CN(C(C2=CC1)=O)C1C(NC(CC1)=O)=O)F 3-(5-((4-((4'-chloro-[1,1'-biphenyl]-2-yl)methyl)piperazin-1-yl)fluoromethyl)-1-oxoisoindolin-2-yl)piperidine-2,6-dione